(Z)-3-[4-[(2S)-3-Chloro-2-hydroxypropoxy]phenyl]-1-phenylprop-2-en-1-one ClC[C@H](COC1=CC=C(C=C1)\C=C/C(=O)C1=CC=CC=C1)O